ClC1=C(C=2N=C(N=C3C2C(=N1)CCCN3[C@H]3[C@H](N(CC3)C(=O)OC(C)(C)C)C)SCC)F tert-butyl (2R,3R)-3-(5-chloro-2-(ethylthio)-4-fluoro-8,9-dihydro-1,3,6,10-tetraazacyclohepta[de]naphthalen-10(7H)-yl)-2-methylpyrrolidine-1-carboxylate